2-(4-cyclopropyl-6-methoxypyrimidin-5-yl)-1-methyl-7-(4-(1-methyl-4-(trifluoromethyl)-1H-imidazol-2-yl)benzyl)-1H-benzo[d]imidazole C1(CC1)C1=NC=NC(=C1C1=NC2=C(N1C)C(=CC=C2)CC2=CC=C(C=C2)C=2N(C=C(N2)C(F)(F)F)C)OC